N-(2-(5-fluoro-1H-indol-3-yl)ethyl)cyclobutaneamine FC=1C=C2C(=CNC2=CC1)CCNC1CCC1